N-[1-(3-chloropyrazin-2-yl)ethyl]-3-(2,2,2-trifluoroethoxy)-5-(trifluoromethyl)benzamide ClC=1C(=NC=CN1)C(C)NC(C1=CC(=CC(=C1)C(F)(F)F)OCC(F)(F)F)=O